(S)-(1-((4-hydroxybenzyl)amino)-1-oxobutan-2-yl)carbamic acid tert-butyl ester C(C)(C)(C)OC(N[C@H](C(=O)NCC1=CC=C(C=C1)O)CC)=O